NCCOCCOCCN 1,2-Bis-(aminoethoxy)-ethan